N-[4-(4-ethoxyphenyl)-2-thiazolyl]-2-[[(4-fluorophenyl)sulfonyl]amino]-benzamide C(C)OC1=CC=C(C=C1)C=1N=C(SC1)NC(C1=C(C=CC=C1)NS(=O)(=O)C1=CC=C(C=C1)F)=O